CN(CCN(C1=C(C=C(C=C1F)NC=1N=C(C2=C(N1)OCC2)C2=CN(C1=CC=CC=C21)C)NC(C)=O)C)C N-(2-((2-(dimethylamino)ethyl)(methyl)amino)-3-fluoro-5-((4-(1-methyl-1H-indol-3-yl)-5,6-dihydrofuro[2,3-d]pyrimidin-2-yl)amino)phenyl)acetamide